ClC=1C(=NC=C(C1)O)C=O 3-CHLORO-5-HYDROXYPICOLINALDEHYDE